OC[C@@H]1N(CCN(C1)C1=C(C(=CC=C1[N+](=O)[O-])OC1=CC=CC=C1)C(F)(F)F)C(=O)OC(C)(C)C tert-butyl (2R)-2-(hydroxymethyl)-4-[6-nitro-3-phenoxy-2-(trifluoromethyl)phenyl]piperazine-1-carboxylate